3-[5,7-difluoro-2-(4-fluorophenyl)-1H-indol-3-yl]-N-(5-oxo-1,2-dihydropyrrol-4-yl)propanamide FC=1C=C2C(=C(NC2=C(C1)F)C1=CC=C(C=C1)F)CCC(=O)NC1=CCNC1=O